C(#N)C=C1C=CC=N1 5-cyanomethylenepyrrole